1-ethynyl-cyclopropylamine hydrochloride Cl.C(#C)C1(CC1)N